8-{[1-(D-α-asparaginyl)azetidin-3-yl]oxy}-4,4-dihydroxy-5-oxa-4-boranuidabicyclo[4.4.0]deca-1(6),7,9-triene-7-carboxylic acid N[C@H](CC(=O)N1CC(C1)OC1=C(C=2O[B-](CCC2C=C1)(O)O)C(=O)O)C(N)=O